di(4-n-propylphenyl)-carbonate C(CC)C1=CC=C(C=C1)OC(OC1=CC=C(C=C1)CCC)=O